2-(4-(((3aR,5R,6aS)-2-((S)-2-hydroxypropanoyl)octahydrocyclopenta[c]pyrrol-5-yl)amino)-1H-pyrrolo[2,3-b]pyridin-5-yl)furo[3,4-d]thiazol-6(4H)-one O[C@H](C(=O)N1C[C@@H]2[C@H](C1)CC(C2)NC2=C1C(=NC=C2C=2SC3=C(N2)COC3=O)NC=C1)C